NC1=C(C2=C(S1)C(C(CC2)(C2=CC=CC=C2)CCC(=O)N)=O)C(=O)O 2-Amino-6-(3-amino-3-oxopropyl)-7-oxo-6-phenyl-4,5,6,7-tetrahydrobenzo[b]thiophene-3-carboxylic acid